4-(2-((3-(methyl-sulfonyl)phenyl)amino)quinazolin-6-yl)phenol CS(=O)(=O)C=1C=C(C=CC1)NC1=NC2=CC=C(C=C2C=N1)C1=CC=C(C=C1)O